(S)-3-(3-(2-((s)-6-(2,5-difluorophenyl)-4-((3-(trifluoromethyl)phenyl)sulfonyl)-3,4-dihydro-2H-benzo[b][1,4]oxazin-2-yl)ethyl)ureido)-2-hydroxypropanoic acid FC1=C(C=C(C=C1)F)C1=CC2=C(O[C@H](CN2S(=O)(=O)C2=CC(=CC=C2)C(F)(F)F)CCNC(NC[C@@H](C(=O)O)O)=O)C=C1